NCCNC(=O)OCC1=CC=C(C=C1)NC([C@H](C)NC([C@H](C(C)C)NC(CCC(=O)O)=O)=O)=O 4-(((S)-1-(((S)-1-((4-((((2-aminoethyl)carbamoyl)oxy)methyl)phenyl)amino)-1-oxopropan-2-yl)amino)-3-methyl-1-oxobutan-2-yl)amino)-4-oxobutanoic acid